ClC1=CC=C(C=C1)C1=CC(=CC=C1)CC(=O)N1CC2=C(CCC1)N=C(NC2=O)C2(CC2)C2=CC(=CC=C2)Cl 6-(2-(4'-chloro-[1,1'-biphenyl]-3-yl)acetyl)-2-(1-(3-chlorophenyl)cyclopropyl)-3,5,6,7,8,9-hexahydro-4H-pyrimido[5,4-c]azepin-4-one